(3S,4R)-4-((6-(4-chlorophenyl)-2-(pyridin-3-yl)pyrimidin-4-yl)amino)pyrrolidin-3-ol ClC1=CC=C(C=C1)C1=CC(=NC(=N1)C=1C=NC=CC1)N[C@H]1[C@H](CNC1)O